NC1=C(C=2C(=NC=C(C2S1)F)C=1C2=C(C=3C=NC(=NC3C1F)N1C[C@]3(CCN3)CC1)COC2)C#N 2-Amino-7-fluoro-4-(5-fluoro-3-((S)-1,6-diazaspiro[3.4]octan-6-yl)-7,9-dihydrofuro[3,4-f]quinazolin-6-yl)thieno[3,2-c]pyridine-3-carbonitrile